FC1=C(C#N)C=C(C=C1)OC=1C(=C2C=CN(C2=CC1F)S(=O)(=O)C1=CC=C(C)C=C1)SC 2-fluoro-5-((6-fluoro-4-(methylthio)-1-tosyl-1H-indol-5-yl)oxy)benzonitrile